C(C=1C(O)=CC=CC1)(=O)O.C(CCCCCCCCCCCCCCCCC)SCCN 2-octadecylthioethylamine salicylate